ClC1=C(C=C(C(=C1Cl)Cl)NC(C1=C(C=C(C=C1C)OCCC1=CC=CC=C1)C)=O)CC(=O)O (2,3,4-trichloro-5-{[2,6-dimethyl-4-(2-phenylethoxy)benzoyl]amino}phenyl)acetic acid